C(C1=CC=CC=C1)N1C[C@H]2CCC[C@@H](C1)C2=O (1R,5S)-3-benzyl-3-azabicyclo[3.3.1]nonan-9-one